N12CC(C(CC1)CC2)N(C(O)=O)[C@H]2CCOC1=CC=C(C=C21)C2=CC=C(C=C2)Cl.C(C)C2=CC1=C(C3=CC=CC=C3C(=C1C=C2)OCCCCCC)OCCCCCC 2-ethyl-9,10-dihexyloxyanthracene (S)-quinuclidin-3-yl-(6-(4-chlorophenyl)chroman-4-yl)carbamate